NC1=NC2=CC(=CC=C2C=N1)C=1C=C(C=C(C1)F)NC(C=C)=O N-[3-(2-aminoquinazolin-7-yl)-5-fluorophenyl]prop-2-enamide